1-Benzyl-N-(2-isopropenyl-4-methyl-5-oxo-7,8-dihydro-6H-pyrazolo[1,5-a][1,3]diazepin-6-yl)-1,2,4-triazol-3-carboxamid C(C1=CC=CC=C1)N1N=C(N=C1)C(=O)NC1C(N(C=2N(CC1)N=C(C2)C(=C)C)C)=O